N-[3-({5-[(4-methylbenzenesulfonyl)oxy]pentyl}oxy)propyl]carbamic acid tert-butyl ester C(C)(C)(C)OC(NCCCOCCCCCOS(=O)(=O)C1=CC=C(C=C1)C)=O